methyl-β-D-mannopyranose C[C@]1(O)[C@@H](O)[C@@H](O)[C@H](O)[C@H](O1)CO